BrC1=CC(=C(C=C1)N1S(CCC1)(=O)=O)C 2-(4-bromo-2-methyl-phenyl)-1,2-thiazolidine 1,1-dioxide